alpha-aminosebacic acid NC(C(=O)O)CCCCCCCC(=O)O